sodium aspartic acid N[C@@H](CC(=O)O)C(=O)O.[Na]